C(CCCCCCCCCCCCCCC)OC(C(=O)N)(C)OCCCCCCCCCCCCCCCC dipalmitoxypropionamide